3-(1-(3,5-Bis(trifluoromethyl)benzamido)ethyl)pyrazine-2-carboxylic acid FC(C=1C=C(C(=O)NC(C)C=2C(=NC=CN2)C(=O)O)C=C(C1)C(F)(F)F)(F)F